butyl 4-[4-[3-cyano-4-[(1R)-1-(2-pyridyl)ethoxy]pyrazolo[1,5-a]pyridin-6-yl]-5-methyl-pyrazol-1-yl]piperidine-1-carboxylate C(#N)C=1C=NN2C1C(=CC(=C2)C=2C=NN(C2C)C2CCN(CC2)C(=O)OCCCC)O[C@H](C)C2=NC=CC=C2